CNC1=NC(=NC(=N1)C)C N,4,6-trimethyl-1,3,5-triazin-2-amine